7-bromo-1-methyl-2-oxo-2',3',5',6'-tetrahydrospiro[indoline-3,4'-pyran]-5-carbaldehyde BrC=1C=C(C=C2C1N(C(C21CCOCC1)=O)C)C=O